NC1=NC(N(C=C1)[C@@H]1O[C@@]([C@H](C1)O)(CO)C(F)F)=O 4-amino-1-((2R,4S,5R)-5-(difluoromethyl)-4-hydroxy-5-(hydroxymethyl)tetrahydrofuran-2-yl)pyrimidin-2(1H)-one